2'-amino-1,1-biphenyl NC1=C(C=CC=C1)C1=CC=CC=C1